(S)-2-(2-((t-butoxycarbonyl) amino) acetamido)-3-hydroxypropionate C(C)(C)(C)OC(=O)NCC(=O)N[C@H](C(=O)[O-])CO